C(CC)OC(CN(CC)CC)=O.C(CCCCCCCCCCCCCCC(C)C)(=O)N Isostearamide propyl-diethylaminoacetate